NC1=C(C(=C(C=C1)CCC1=C(C=CC=C1)C)C)N diamino-2,2'-dimethylbibenzyl